BrC1=CC=C(N=N1)N([C@@H]1CC[C@H]2CN(C[C@H]21)C(=O)C=2SC(=CC2)C)CCOCCF [(3aS,4R,6aR)-4-{(6-bromo-3-pyridazinyl)[2-(2-fluoroethoxy)ethyl]amino}hexahydrocyclopenta[c]pyrrole-2(1H)-yl](5-methyl-2-thienyl)methanone